N-(3-fluorophenyl)pyridine-3-sulfonamide FC=1C=C(C=CC1)NS(=O)(=O)C=1C=NC=CC1